C1(=CC=CC2=CC=CC=C12)NC(=O)C1=C(C(=O)O)C=CC=C1 N-(1-naphthyl)-o-carbamoyl-benzoic acid